(S)-4-((1-(2'-(tert-butyl)-[3,4'-bipyridin]-6-yl)ethyl)amino)-2-ethyl-2,3-dihydro-1H-pyrrolo[3,4-c]pyridin-1-one C(C)(C)(C)C1=NC=CC(=C1)C=1C=NC(=CC1)[C@H](C)NC1=NC=CC2=C1CN(C2=O)CC